diethyl-3,6-dibromocarbazole hexyl-phosphonate C(CCCCC)P(O)(O)=O.C(C)C1=C(C=2NC3=CC=C(C=C3C2C=C1Br)Br)CC